5-[2-Fluoro-6-(propan-2-ylamino)pyridin-3-yl]-1-(oxan-4-yl)-N-[(3S)-2-oxo-5-phenyl-1,3-dihydro-1,4-benzodiazepin-3-yl]pyrazole-4-carboxamide FC1=NC(=CC=C1C1=C(C=NN1C1CCOCC1)C(=O)N[C@@H]1C(NC2=C(C(=N1)C1=CC=CC=C1)C=CC=C2)=O)NC(C)C